C(C=C)OC(C(=CC1=CC=C(C=C1)OC)C1=CC=CC=C1)=C1SCCCS1 (1-(Allyloxy)-3-(4-methoxyphenyl)-2-PHENYLALLYLIDENE)-1,3-dithiane